FC(CN1N=CC=2C1=NC(=CN2)N2CC1(CN(C1)C=1SC(=C(N1)C(F)(F)F)C)CC2)F 2-(6-(1-(2,2-difluoroethyl)-1H-pyrazolo[3,4-b]pyrazin-6-yl)-2,6-diazaspiro[3.4]octan-2-yl)-5-methyl-4-(trifluoromethyl)thiazole